O1C(OCC1)C1=C(C=C(C=C1)CC(=O)OC)OCC1=CC=C(C=C1)OC methyl 2-[4-(1,3-dioxolan-2-yl)-3-[(4-methoxyphenyl)methoxy] phenyl]acetate